ClC=1N=C(N(C1)C(=O)NCC#CC(C)C)OC Chloro-2-methoxy-N-(4-methylpent-2-yn-1-yl)-1H-imidazole-1-carboxamide